C(C)OC1=CC(=C(C=C1)C=1CCOC2=C(C1C1=CC=C(C=C1)O[C@@H]1CN(CC1)CCCF)C=CC(=C2)O)C 4-(4-ethoxy-2-methyl-phenyl)-5-[4-[(3S)-1-(3-fluoropropyl)pyrrolidin-3-yl]oxyphenyl]-2,3-dihydro-1-benzoxepin-8-ol